N-(5-Fluoropyrimidin-2-yl)-4-hydroxy-1,5-dimethyl-2-oxo-6,7-dihydro-5H-cyclopenta[b]pyridine-3-carboxamide FC=1C=NC(=NC1)NC(=O)C1=C(C2=C(N(C1=O)C)CCC2C)O